2-(2-(N-((1,2,3,5,6,7-hexahydro-s-indacen-4-yl)carbamoyl)sulfamoyl)vinyl)-2-methylpyrrolidine-1-carboxylic acid tert-butyl ester C(C)(C)(C)OC(=O)N1C(CCC1)(C)C=CS(NC(NC1=C2CCCC2=CC=2CCCC12)=O)(=O)=O